CC1=CN=CC2=CC=CC(=C12)[C@@H](C=1N=NN(C1)C1(CC1)C(F)(F)F)NC=1C=C2C(=C(C=NC2=C(C1)C#N)C#N)NCC(C)(C)C (S)-6-(((4-methylisoquinolin-5-yl)(1-(1-(trifluoromethyl)cyclopropyl)-1H-1,2,3-triazol-4-yl)methyl)amino)-4-(neopentylamino)quinoline-3,8-dicarbonitrile